2-(2'-hydroxy-5'-aminophenyl)benzotriazole OC1=C(C=C(C=C1)N)N1N=C2C(=N1)C=CC=C2